N,N'-dimethyl-N,N'-diphenylurea CN(C1=CC=CC=C1)C(=O)N(C)C2=CC=CC=C2